CC1(CC=C(CC1)CCC1OCCC(O1)CCC)C 2-(2-(4,4-dimethylcyclohex-1-en-1-yl)ethyl)-4-propyl-1,3-dioxan